FC=1C=C(C=CC1C(=O)N1CCN(CC1)C1=NC(=C(C=C1C)C)C)[C@@]1(C(NC(N1)=O)=O)C (R)-5-{3-fluoro-4-[4-(3,5,6-trimethylpyridin-2-yl)piperazine-1-carbonyl]phenyl}-5-methylimidazolidine-2,4-dione